N12CCOC2OCC1 1-aza-4,6-dioxa-bicyclo[3.3.0]octane